ClC1=CC2=C(N=C(S2)C23CC(C2)(C3)NC(=O)C3=NSC(=C3)C(C)(S(=O)(=O)C)C)C=C1 N-[3-(6-chloro-1,3-benzothiazol-2-yl)-1-bicyclo[1.1.1]pentanyl]-5-(1-methyl-1-methylsulfonyl-ethyl)isothiazole-3-carboxamide